Ethylhexyl Stearat C(CCCCCCCCCCCCCCCCC)(=O)OC(CCCCC)CC